N-(4-methylphenyl)methyl-methacrylamide CC1=CC=C(C=C1)CNC(C(=C)C)=O